C(C)(C)(C)OC(=O)NC1CCC(CC1)C(=O)OCCCC1=CC2=C(N(C(N2C)=O)C2C(NC(CC2)=O)=O)C=C1 3-[1-(2,6-dioxo-3-piperidyl)-3-methyl-2-oxo-benzimidazol-5-yl]propyl 4-(tert-butoxycarbonylamino)cyclohexanecarboxylate